CC1=CC=CC=2OC3=CC=CC=C3CC12 Methyl-Xanthene